5-(1-methylcyclopropoxy)-3-[6-[(3S)-3-methyl-4-(4-piperidinylmethyl)piperazin-1-yl]Pyrimidin-4-yl]-1H-indazole CC1(CC1)OC=1C=C2C(=NNC2=CC1)C1=NC=NC(=C1)N1C[C@@H](N(CC1)CC1CCNCC1)C